N1N=C(C2=CC=CC=C12)C1=NC2=CC=NC=C2C=C1 2-(1H-indazol-3-yl)-1,6-naphthyridine